(R)-7-(4-bromo-3-(trifluoromethyl)benzoyl)-2-hydrazino-3-(4-hydroxyphenyl)-6-methyl-5,6,7,8-tetrahydropyrido[3,4-d]pyrimidin-4(3H)-one BrC1=C(C=C(C(=O)N2CC=3N=C(N(C(C3C[C@H]2C)=O)C2=CC=C(C=C2)O)NN)C=C1)C(F)(F)F